C(C=C)(=O)NCC(C)C acrylamido-2-methyl-propane